(biphenylyl){[(biphenylyl)phenyltriazinyl]phenyl}Dibenzoselenophene 2-[[3,5-bis(1,1-dimethylethyl)-4-hydroxyphenyl]methyl]-2-butylmalonate CC(C)(C)C=1C=C(C=C(C1O)C(C)(C)C)CC(C(=O)O)(C(=O)O)CCCC.C1(=C(C=CC=C1)C1=C(C2=C([Se]C3=C2C=CC=C3)C=C1)C1=C(C=CC=C1)C1=NN=NC(=C1C1=CC=CC=C1)C1=C(C=CC=C1)C1=CC=CC=C1)C1=CC=CC=C1